Heptafluoroheptanediol FC(C(C(C(O)(O)F)(F)F)(F)F)(CCC)F